4-(benzo[d]oxazol-2(3H)-one-5-yl)-N2-[2-(4-methylpiperazin-1-yl)pyridin-5-yl]-5-fluoropyrimidine-2,4-diamine O1C(NC2=C1C=CC(=C2)C2(NC(=NC=C2F)NC=2C=CC(=NC2)N2CCN(CC2)C)N)=O